N(=[N+]=[N-])[C@@H]1C[C@H](N(C1)C(=O)OC(C)(C)C)CN1N=C(C=C1)C tert-Butyl (2S,4R)-4-azido-2-((3-methyl-1H-pyrazol-1-yl)methyl)pyrrolidine-1-carboxylate